C(C)OC(=O)C=1C(=NC(=C(C1)N)N)C 5,6-diamino-2-methyl-pyridine-3-carboxylic acid ethyl ester